FC(CN1N=CC(=C1)C1=NC=CC2=C1N=C(N=C2)NC2=C(C=C(C=C2)C=2C=NN(C2)C)OC)F 8-(1-(2,2-difluoroethyl)-1H-pyrazol-4-yl)-N-(2-methoxy-4-(1-methyl-1H-pyrazol-4-yl)phenyl)pyrido[3,4-d]pyrimidin-2-amine